C1(CC1)NC(=O)C1=C(C=CC=C1)SC1=CC=C2C(=NN(C2=C1)C(=O)OC(C)(C)C)I Tert-butyl 6-[2-(cyclopropylcarbamoyl)phenyl]sulfanyl-3-iodoindazole-1-carboxylate